(E)-4-[4-[[4-[[5-bromo-4-(2-carbamoyl-3-fluoro-anilino)pyrimidin-2-yl]amino]phenyl]sulfonylamino]butyl-methyl-amino]but-2-enoic acid BrC=1C(=NC(=NC1)NC1=CC=C(C=C1)S(=O)(=O)NCCCCN(C/C=C/C(=O)O)C)NC1=C(C(=CC=C1)F)C(N)=O